Methyl 2-(3-bromophenyl)-7-((tert-butyldimethylsilyl)oxy)-6,6-dimethylheptanoate BrC=1C=C(C=CC1)C(C(=O)OC)CCCC(CO[Si](C)(C)C(C)(C)C)(C)C